C1(=CC=CC=C1)S(=O)(=O)NNC(=O)N benzenesulfonamidourea